4-bromo-7-(8-chloronaphthalen-1-yl)-2-(methylthio)-5,6,7,8-tetrahydropyrido[3,4-d]pyrimidine BrC=1C2=C(N=C(N1)SC)CN(CC2)C2=CC=CC1=CC=CC(=C21)Cl